6-phenyl-6-(pent-4-en-1-yl)fulvene C1(=CC=CC=C1)C(=C1C=CC=C1)CCCC=C